ClC=1C=C2C(NC(=NC2=CC1)C=1C=C(C=O)C=CC1O)=O 3-(6-chloro-4-oxo-3,4-dihydroquinazolin-2-yl)-4-hydroxybenzaldehyde